NCC(CN1N=CN(C1=O)CC1=C(C=CC=C1)C=1C=C2CCC(N(C2=CC1)C)=O)=C(F)F 6-[2-[[1-[2-(aminomethyl)-3,3-difluoro-allyl]-5-oxo-1,2,4-triazol-4-yl]methyl]phenyl]-1-methyl-3,4-dihydroquinolin-2-one